C1=NC=C(C2=CC=CC=C12)N1C(N(C[C@@H]1C#N)C1CC2(CC2)C1)=O (R)-3-(isoquinolin-4-yl)-2-oxo-1-(spiro[2.3]hex-5-yl)imidazoline-4-carbonitrile